NC1=C(C=NN1CC1=CC(=CC=C1)F)C(=O)O 5-Amino-1-(3-fluorobenzyl)-1H-pyrazole-4-carboxylic acid